3-chloro-N1-(1-methylpiperidine-4-yl)benzene-1,2-diamine ClC1=C(C(=CC=C1)NC1CCN(CC1)C)N